C1(=CC=CC=C1)C=1C(=NC=CC1)C1=C(C=CC=C1)C(C([2H])([2H])[2H])([2H])[2H] phenyl[(ethyl-d5)phenyl]pyridine